1-methyl-5-(2-bromoanilino)-1,5-dihydro-4H-pyrazolo[3,4-d]pyrimidine-4-one CN1N=CC2=C1N=CN(C2=O)NC2=C(C=CC=C2)Br